CC1=C(C(=CC(=C1)C)C)S(=O)(=O)[O-].C(C)OC(=O)C1=CC2=C(N(C(S2)=N)[NH3+])C=C1 6-(ethoxycarbonyl)-2-iminobenzo[d]thiazol-3(2H)-aminium 2,4,6-trimethylbenzenesulfonate